[Cl-].[Ca+2].[O-2].[Zn+2] zinc oxide calcium chloride